Racemic-1-((1-acetylpiperidin-4-yl)methyl)-3-(3-chloro-4-fluorophenyl)-1-(1-(1-oxo-1,2-dihydroisoquinolin-4-yl)ethyl)urea C(C)(=O)N1CCC(CC1)CN(C(=O)NC1=CC(=C(C=C1)F)Cl)[C@H](C)C1=CNC(C2=CC=CC=C12)=O |r|